BrC(=CC1=C(N)C=CC=C1)Br 2-(2,2-dibromovinyl)aniline